ClC=1C=C(C=2C(N1)=NN(C2)C2CCC(NC2)=O)C 5-(6-chloro-4-methyl-2H-pyrazolo[3,4-b]pyridin-2-yl)piperidin-2-one